CCCCCCCC/C=C\\CCCCC/C=C/C(=O)SCCNC(=O)CCNC(=O)[C@@H](C(C)(C)COP(=O)([O-])OP(=O)([O-])OC[C@@H]1[C@H]([C@H]([C@@H](O1)N2C=NC3=C(N=CN=C32)N)O)OP(=O)([O-])[O-])O The molecule is an octadecadienoyl-CoA(4-) obtained by deprotonation of the phosphate and diphosphate OH groups of (2E,9Z)-octadecadienoyl-CoA; major species at pH 7.3. It is a 2,3-trans-enoyl CoA(4-) and an octadecadienoyl-CoA(4-). It is a conjugate base of a (2E,9Z)-octadecadienoyl-CoA.